difluoromethylbenzothiazole FC(F)C=1SC2=C(N1)C=CC=C2